N-[4-(dibenzo[b,d]thiophen-4-yl)phenyl][1,1'-biphenyl]-4-amine C1=CC=C(C=2SC3=C(C21)C=CC=C3)C3=CC=C(C=C3)NC3=CC=C(C=C3)C3=CC=CC=C3